OC1(CC1)CNC(OC(C)(C)C)=O tert-butyl ((1-hydroxycyclopropyl)methyl)carbamate